ClC1=C(C=C(C=C1)C=1N(C(=CC(C1C(=O)O)=O)CN1N=C(C=C1)C(F)(F)F)CC)F 2-(4-chloro-3-fluoro-phenyl)-1-ethyl-4-oxo-6-[[3-(trifluoromethyl)pyrazol-1-yl]methyl]pyridine-3-carboxylic acid